1-thiophenecarboxylate S1(C=CC=C1)C(=O)[O-]